FC1=CC2=C(NC(NS2(=O)=O)=O)C=C1 7-fluoro-2H-benzo[e][1,2,4]thiadiazin-3(4H)-one 1,1-dioxide